C(C#C)N(CC#C)CC#C tri-propargylamine